tert-butyl (6R,7R)-7-((3-(2,6-dioxopiperidin-3-yl)-1-methyl-1H-indazol-7-yl)amino)-6-methyl-2-azaspiro[3.5]nonane-2-carboxylate O=C1NC(CCC1C1=NN(C2=C(C=CC=C12)N[C@H]1[C@@H](CC2(CN(C2)C(=O)OC(C)(C)C)CC1)C)C)=O